4-(2-(1-(2-(2,6-dioxopiperidine-3-yl)-1,3-dioxo-2,3-dihydro-1H-isoindol-5-yl)azetidin-3-yl)ethynyl)-1H-pyrazole O=C1NC(CCC1N1C(C2=CC=C(C=C2C1=O)N1CC(C1)C#CC=1C=NNC1)=O)=O